CC(CC(=O)OCCCl)C chloroethyl 3-methylbutanoate